C=CCCB(O)O BUT-1-ENE-4-BORONIC ACID